(S)-4,5'-dimethyl-1',2',3',4'-tetrahydro-[1,1'-biphenyl]-2,6-diol CC=1C=C(C(=C(C1)O)[C@H]1CCCC(=C1)C)O